lithium (i) 4-(7-(5-chloro-2-fluorophenyl)-2,3-dihydro-1H-pyrido[3,4-b][1,4]oxazin-1-yl)-N-(2-hydroxypropyl)nicotinamide ClC=1C=CC(=C(C1)C1=CC2=C(OCCN2C2=CC=NC=C2C(=O)NCC(C)O)C=N1)F.[Li+]